tert-butyl (4S)-4-[3-amino-3-(4-chloro-2-pyridyl)propyl]-2,2-dimethyl-pyrrolidine-1-carboxylate NC(CC[C@H]1CC(N(C1)C(=O)OC(C)(C)C)(C)C)C1=NC=CC(=C1)Cl